COC(=O)C=1C=CC=C(C1)C12C=CC(CC1)C2=O 5-methoxycarbonylphenyl-7-oxo-bicyclo[2.2.1]Hept-2-ene